3-(4-Amino-1-oxo-1,3-dihydro-2H-isoindol-2-yl)piperidin-2,6-dion NC1=C2CN(C(C2=CC=C1)=O)C1C(NC(CC1)=O)=O